cis-octahydro-pyrrolo[3,4-c]pyridine-2-carboxylic acid tert-butyl ester oxalate C(C(=O)O)(=O)O.C(C)(C)(C)OC(=O)N1C[C@H]2CNCC[C@H]2C1